NCC(C)(C)N1N=CC(=C1)C1=CC=CC(=N1)C(=O)NC=1C(=NN(C1)C1CN(C1)C1CCN(CC1)C(N(C)C)=O)C(F)F 6-(1-(1-amino-2-methylpropan-2-yl)-1H-pyrazol-4-yl)-N-(3-(difluoromethyl)-1-(1-(1-(dimethylcarbamoyl)piperidin-4-yl)azetidin-3-yl)-1H-pyrazol-4-yl)-2-pyridineamide